methyl 4-((3-fluoro-7-hydroxy-5-((methoxycarbonyl)amino)-1H-pyrazolo[4,3-d]pyrimidin-1-yl)methyl)-3-methoxybenzoate FC1=NN(C2=C1N=C(N=C2O)NC(=O)OC)CC2=C(C=C(C(=O)OC)C=C2)OC